C1CC12CCN(CC2)C2=C(C=NC(=C2)[S@@](=O)(=N)C2CC2)C(=O)NC2=NC(=NC(=C2)C)N2CCC(CC2)(F)F 4-(6-Azaspiro[2.5]octan-6-yl)-6-(R-cyclopropylsulfonimidoyl)-N-(2-(4,4-difluoro-1-piperidinyl)-6-methyl-4-pyrimidinyl)-3-pyridincarboxamid